1,3,5-tris(5-cyclohexyl-pentanoylamino)benzene C1(CCCCC1)CCCCC(=O)NC1=CC(=CC(=C1)NC(CCCCC1CCCCC1)=O)NC(CCCCC1CCCCC1)=O